FC1=CC=C(C=C1)N1N=C(C=C1S(=O)(=O)C)C(=O)NC1=CC(=CC(=C1)C=1N=C(C2=C(N1)C=CS2)N2CCOCC2)O 1-(4-fluorophenyl)-N-(3-hydroxy-5-(4-morpholinothieno[3,2-d]pyrimidin-2-yl)phenyl)-5-(methylsulfonyl)-1H-pyrazole-3-carboxamide